ClC=1C=C(C=NC1N1N=CC=N1)NC(=O)C=1C=NN(C1C(F)(F)F)C1=C2C(=C[N+](=C1)[O-])SC=C2 4-(4-((5-Chloro-6-(2H-1,2,3-triazol-2-yl)pyridin-3-yl)carbamoyl)-5-(trifluoromethyl)-1H-pyrazol-1-yl)thieno[2,3-c]pyridin-6-oxid